N1=C(C=NC=C1)N1C[C@H](CCC1)N (3S)-1-pyrazin-2-ylpiperidin-3-amine